8-((tetrahydrofuran-3-yl)oxy)-6H-benzo[c]chromen-6-one O1CC(CC1)OC=1C=CC2=C(C(OC3=CC=CC=C23)=O)C1